OC1=C2C=CC=C(C2=CC=C1)N1C(C=CC1=O)=O 1-(5-hydroxynaphthalen-1-yl)-1H-pyrrole-2,5-dione